6,7-difluoro-4-isopropyl-2-(2-methoxy-5-methylpyridin-4-yl)isoquinolin-1(2H)-one FC=1C=C2C(=CN(C(C2=CC1F)=O)C1=CC(=NC=C1C)OC)C(C)C